C1(CCCCC1)N1CC2=C(CC1)NC(=N2)C=2C=CC(=C1CNC(C21)=O)C=2C=NN1C2C=CC=C1 7-(5-cyclohexyl-4,5,6,7-tetrahydro-1H-imidazo[5,4-c]pyridin-2-yl)-4-(pyrazolo[1,5-a]pyridin-3-yl)-2,3-dihydro-1H-isoindol-1-one